C(C)(C)(C)OC(=O)NC(C(=O)OCC)C=1N=NC=CC1 ethyl 2-(tert-butoxycarbonylamino)-2-pyridazin-3-yl-acetate